ethyl 2-(4-(6-bromohexanamido)phenyl)thiazole-4-carboxylate BrCCCCCC(=O)NC1=CC=C(C=C1)C=1SC=C(N1)C(=O)OCC